tert-butyl (2R,3R)-3-((7-bromo-2,6-dichloro-8-fluoroquinazolin-4-yl)(methyl)amino)-2-methylpyrrolidine-1-carboxylate BrC1=C(C=C2C(=NC(=NC2=C1F)Cl)N([C@H]1[C@H](N(CC1)C(=O)OC(C)(C)C)C)C)Cl